C(=O)[O-].CC(CC(C)(C)C)(C)N1C=[N+](C=C1)CCCCCCCCCCCCCCCCCC 1-(1,1,3,3-tetramethylbutyl)-3-octadecylimidazolium formate